CN(C)C[Si](OCC)(OCC)OCC N,N-dimethylaminomethyl-triethoxysilane